(4-bromophenoxy)-2-methylbutan-2-ol BrC1=CC=C(OCC(CC)(O)C)C=C1